O[C@@]1(CC[C@@]2([C@H]3CC[C@@]4([C@H](CC[C@H]4[C@@H]3CC[C@H]2C1)C(CN1C(=NC(=C1[2H])[2H])[2H])=O)C)C)COC([2H])([2H])[2H] 1-((3R,5S,8R,9S,10S,13S,14S,17S)-3-hydroxy-3-((methoxy-d3)methyl)-10,13-dimethylhexadecahydro-1H-cyclopenta[a]phenanthren-17-yl)-2-(1H-imidazol-1-yl-d3)ethan-1-one